4-Amino-6-chloro-3-(2-chloro-5-fluorophenyl)-2-(4-methoxybenzyl)-2,3-dihydro-1H-pyrrolo[3,4-f]isoquinolin-1-one NC1=C2C(=C3C=CN=C(C3=C1)Cl)C(N(C2C2=C(C=CC(=C2)F)Cl)CC2=CC=C(C=C2)OC)=O